CN1CCN(CC1)CCCN2C3=CC=CC=C3SC4=C2C=C(C=C4)C(F)(F)F Trifluoroperazine